methyl 4-(4-{[(3S,4S)-1-[2-(3-chlorophenyl)ethyl]-4-methylpyrrolidin-3-yl]methoxy}benzenesulfonyl)butanoate ClC=1C=C(C=CC1)CCN1C[C@H]([C@@H](C1)C)COC1=CC=C(C=C1)S(=O)(=O)CCCC(=O)OC